C(N)(OCC1=CC=2CCCC(C2C=C1)C)=O 5-methyl-5,6,7,8-tetrahydronaphthalen-2-ylmethyl carbamate